C(#N)C1=C(C=C(C=C1)N1N=C(C=C1)CC(=O)NC1=CC=C(C=C1)C)C(F)(F)F 2-(1-(4-cyano-3-trifluoromethylphenyl)-1H-pyrazol-3-yl)-N-(4-methylphenyl)acetamide